tert-butyl-7-methoxy-4-(4,4,5,5-tetramethyl-1,3,2-dioxaborolan-2-yl)indole methyl-N-[5-[5-[(4-fluoro-3-methoxy-phenyl)-methyl-carbamoyl]imidazo[4,5-b]pyridin-3-yl]-2-pyridyl]carbamate COC(NC1=NC=C(C=C1)N1C=NC=2C1=NC(=CC2)C(N(C)C2=CC(=C(C=C2)F)OC)=O)=O.C(C)(C)(C)C=2NC1=C(C=CC(=C1C2)B2OC(C(O2)(C)C)(C)C)OC